1,4,7-trioxononane O=CCCC(CCC(CC)=O)=O